4-(aminomethyl)pyridin-2(1H)-one NCC1=CC(NC=C1)=O